CC1(CN(C1)C(=O)OCCCC)CS(=O)(=O)C butyl 3-methyl-3-(methylsulfonylmethyl)azetidine-1-carboxylate